tert-Butyl (3aS,9bS)-1,3a,4,9b-tetrahydrochromeno[3,4-c]pyrrole-2(3H)-carboxylate C1[C@H]2[C@@H](CN1C(=O)OC(C)(C)C)COC=1C=CC=CC12